(2R)-2-[[4-(2,6-dimethylphenyl)-7-quinolyl]oxy]-1-[3-(1H-tetrazol-5-yl)azetidin-1-yl]propan-1-one CC1=C(C(=CC=C1)C)C1=CC=NC2=CC(=CC=C12)O[C@@H](C(=O)N1CC(C1)C1=NN=NN1)C